4-hydroxy-4-methyl-4,5,6,7-tetrahydrobenzofuran-2-sulfonamide OC1(CCCC2=C1C=C(O2)S(=O)(=O)N)C